FC=1C(=NC=CC1)SC=1C=2N(C=C(C1)C=1C(=NN(C1)[C@@H]1CNCCC1)C)N=CC2C#N (S)-4-((3-fluoropyridin-2-yl)thio)-6-(3-methyl-1-(piperidin-3-yl)-1H-pyrazol-4-yl)pyrazolo[1,5-a]pyridine-3-carbonitrile